2-(5-ethyl-2-(4-methoxycyclohex-1-en-1-yl)-6-((R)-3-methylpiperazine-1-yl)-7-oxo-[1,2,4]triazolo[1,5-a]pyrimidin-4(7H)-yl)-N-(3-fluoro-2-methyl-4-(trifluoromethyl)phenyl)acetamide C(C)C=1N(C=2N(C(C1N1C[C@H](NCC1)C)=O)N=C(N2)C2=CCC(CC2)OC)CC(=O)NC2=C(C(=C(C=C2)C(F)(F)F)F)C